ClC=1C=C(C=CC1)C1=C(C(=O)OC)C=CC(=N1)N1C=NC2=C1C=C(C(=C2)OC)OC Methyl 2-(3-chlorophenyl)-6-(5,6-dimethoxy-1H-benzo[d]imidazol-1-yl)nicotinate